N1=CC=C(C=C1)C1=NC(=CC(=C1)C1=CC=NC=C1)C1=CC=NC=C1 2,4,6-tris(pyridine-4-yl)pyridine